CN1N=C2[C@@H](N(CCC2=C1OS(=O)(=O)C(F)(F)F)C(=O)OC(C)(C)C)C (S)-tert-Butyl 2,7-dimethyl-3-(((trifluoromethyl)sulfonyl)oxy)-2,4,5,7-tetrahydro-6H-pyrazolo[3,4-c]pyridine-6-carboxylate